(7S)-3-(Benzofuran-4-yl)-2,7-dimethyl-5,7-dihydro-4H-pyrazolo[3,4-c]pyridin O1C=CC2=C1C=CC=C2C=2N(N=C1[C@@H](NCCC12)C)C